2-(4-(1-(4-Methoxybenzyl)-4-(5-methyloxazol-2-yl)-2-oxo-2,3-dihydro-1H-benzo[b]azepin-8-yl)-1H-pyrazol-1-yl)propenamide COC1=CC=C(CN2C3=C(C=C(CC2=O)C=2OC(=CN2)C)C=CC(=C3)C=3C=NN(C3)C(C(=O)N)=C)C=C1